FC(C=1C=C(C=C(C1)C(F)(F)F)C1CCN(CC1)C(=O)C1=NNC=2CN(CCC21)C(=O)OC(C)(C)C)(F)F tert-butyl 3-(4-(3,5-bis(trifluoromethyl)phenyl)piperidine-1-carbonyl)-4,5-dihydro-1H-pyrazolo[3,4-c]pyridine-6(7H)-carboxylate